FC=1C=C(C#N)C=CC1C=C 3-fluoro-4-vinylbenzonitrile